ethyl (E)-4-[3-(7-chlorodibenzo[b,e][1,4]oxazepin-5(11H)-yl)propylamino]but-2-enoate maleate C(\C=C/C(=O)O)(=O)O.ClC1=CC2=C(OCC3=C(N2CCCNC/C=C/C(=O)OCC)C=CC=C3)C=C1